(2R,3S,4S,5S)-2-(6-Aminopurin-9-yl)-4,5-difluoro-5-(hydroxymethyl)oxolan-3-ol NC1=C2N=CN(C2=NC=N1)[C@@H]1O[C@@]([C@H]([C@H]1O)F)(CO)F